1-(R)-tert-butyl 4-(2-(3-(2-(methoxymethoxy)phenyl)-5-methyl-7,8-dihydro-5H-pyrido[3',4':4,5]pyrrolo[2,3-c]pyridazin-6(9H)-yl)pyrimidin-5-yl)piperidine-1-carboxylate COCOC1=C(C=CC=C1)C1=CC2=C(N=N1)NC1=C2C(N(CC1)C1=NC=C(C=N1)C1CCN(CC1)C(=O)OC(C)(C)C)C